3-methyl-1-[3-pyrimidin-5-yl-1-(2-trimethylsilylethoxymethyl)pyrrolo[2,3-b]pyridin-4-yl]piperidine-3-carboxylic acid ethyl ester C(C)OC(=O)C1(CN(CCC1)C1=C2C(=NC=C1)N(C=C2C=2C=NC=NC2)COCC[Si](C)(C)C)C